NC1=NOC2=C1C(=CC(=C2)CN2N=CC1=C2CN(C1)C(=O)OC(C)(C)C)OC tert-butyl 1-((3-amino-4-methoxybenzo[d]isoxazol-6-yl)methyl)-4,6-dihydropyrrolo[3,4-c]pyrazole-5(1H)-carboxylate